C1(CCCCC1)NS(O)(=O)=O.S(N)(OC1CCCCC1)(=O)=O cyclohexyl sulfamate (Cyclohexylsulfamate)